BrC1=NC=C(C=C1N(C(OC(C)(C)C)=O)C(=O)C1=COC=C1)Br Tert-butyl (2,5-dibromopyridin-3-yl)(furan-3-carbonyl)carbamate